(3-(2-((2-(piperidin-1-yl)pyrido[3,2-d]pyrimidin-4-yl)amino)ethoxy)phenyl)(pyrrolidin-1-yl)methanone N1(CCCCC1)C=1N=C(C2=C(N1)C=CC=N2)NCCOC=2C=C(C=CC2)C(=O)N2CCCC2